4-(2-chloro-8-(difluoromethyl)-9-ethyl-9H-purin-6-yl)morpholine ClC1=NC(=C2N=C(N(C2=N1)CC)C(F)F)N1CCOCC1